tert-butyl 8-oxo-5-azaspiro[2.5]octane-5-carboxylate O=C1CCN(CC12CC2)C(=O)OC(C)(C)C